7-(2-Amino-2-methylpropanoyl)-N-(1-(4-((4-aminopiperidin-1-yl)methyl)phenyl)-2-oxo-1,2-dihydropyrimidin-4-yl)-3-oxa-7,9-diazabicyclo[3.3.1]nonane-9-carboxamide hydrochloride salt Cl.NC(C(=O)N1CC2COCC(C1)N2C(=O)NC2=NC(N(C=C2)C2=CC=C(C=C2)CN2CCC(CC2)N)=O)(C)C